2-chloro-4-fluoro-5-nitrobenzoic acid (1-ethoxycarbonyl)ethyl ester C(C)OC(=O)CCOC(C1=C(C=C(C(=C1)[N+](=O)[O-])F)Cl)=O